ClC=1C(=CC(=C(C1)N(C(OC1=C(C=C(C=C1I)C(F)(F)F)C(F)(F)F)=O)C)F)F 2,4-bis(trifluoromethyl)-6-iodophenyl (5-chloro-2,4-difluorophenyl)(methyl)carbamate